ClC1=C(N)C=C(C=C1CC1=C(C(=CC=C1)Cl)F)C 2-chloro-3-(3-chloro-2-fluorobenzyl)-5-methyl-aniline